(2-(2-((2-ethyl-6-(1-(methylsulfonyl)piperidin-4-yl)imidazo[1,2-a]pyridin-3-yl)(methyl)amino)thiazol-4-yl)-5-fluorophenyl)methanol C(C)C=1N=C2N(C=C(C=C2)C2CCN(CC2)S(=O)(=O)C)C1N(C=1SC=C(N1)C1=C(C=C(C=C1)F)CO)C